NC1=CC=C(C=C1)C(=O)NC1=CC=C(C=C1)N 4,4'-diaminobenzeneanilide